C(C1=CC=CC=C1)OC(=O)N[C@@H](C(=O)OCN1C(C(CCC1=O)N1C(C2=CC=CC(=C2C1)CNC(=O)OC(C)(C)C)=O)=O)C(C)C (2R)-(3-(4-(((tert-butoxycarbonyl)amino)methyl)-1-oxoisoindolin-2-yl)-2,6-dioxopiperidin-1-yl)methyl 2-(((benzyloxy)carbonyl)amino)-3-methylbutanoate